4-(6-(4-benzylpiperazin-1-yl)pyridin-3-yl)-6-(3-methoxypropoxy)pyrazolo[1,5-a]pyridine-3-carbonitrile C(C1=CC=CC=C1)N1CCN(CC1)C1=CC=C(C=N1)C=1C=2N(C=C(C1)OCCCOC)N=CC2C#N